1-((3-fluoropyridin-4-yl)methyl)-3,4-dimethyl-2-oxo-N-(2,4,6-trifluorobenzyl)-1,2,3,4-tetrahydro-quinazoline-7-carboxamide FC=1C=NC=CC1CN1C(N(C(C2=CC=C(C=C12)C(=O)NCC1=C(C=C(C=C1F)F)F)C)C)=O